COC1=CC=C(C=C1)CNC1CC1 N-[(4-methoxyphenyl)methyl]cyclopropanamine